((4-(1,3,2-dithiarsolan-2-yl)phenyl)amino)-N,N-DIMETHYLACETAMIDE S1[As](SCC1)C1=CC=C(C=C1)NCC(=O)N(C)C